OC1=C(C=C(\C=C/2\C(N(C(S2)=S)CC(=O)O)=O)C=C1C)C (Z)-2-(5-(4-hydroxy-3,5-dimethylbenzylidene)-4-oxo-2-thioxothiazolidin-3-yl)acetic acid